C(#N)[C@H](CC1=CC=C(C=C1)C=1C=CC2=C(N(C(O2)=O)C)C1)NC(=O)[C@H]1OCCCCNC1 (2S)-N-[(1S)-1-cyano-2-[4-(3-methyl-2-oxo-2,3-dihydro-1,3-benzoxazol-5-yl)phenyl]ethyl]-1,4-oxazocane-2-carboxamide